methyl 1-(6-fluoro-3-(((1r,4r)-4-isopropoxycyclohexyl)methyl)-2-(2-methoxyethyl)-1H-indole-1-carbonyl)-4-(4-fluorophenyl)piperidine-4-carboxylate FC1=CC=C2C(=C(N(C2=C1)C(=O)N1CCC(CC1)(C(=O)OC)C1=CC=C(C=C1)F)CCOC)CC1CCC(CC1)OC(C)C